ethyl 3-[2-chloro-5-(3,5-dimethyl-2,6-dioxo-4-sulfanylidene-1,3,5-triazinan-1-yl)-4-fluorophenyl]-5-methyl-4,5-dihydro-1,2-oxazole-5-carboxylate ClC1=C(C=C(C(=C1)F)N1C(N(C(N(C1=O)C)=S)C)=O)C1=NOC(C1)(C(=O)OCC)C